(2R,3aR,6aR)-N-(3-(5-(3-cis-(trifluoromethoxy)cyclobutyl)-1,3,4-oxadiazol-2-yl)bicyclo[1.1.1]pentan-1-yl)hexahydro-2H-furo[2,3-c]pyrrole-2-carboxamide TFA Salt OC(=O)C(F)(F)F.FC(OC1(CCC1)C1=NN=C(O1)C12CC(C1)(C2)NC(=O)[C@H]2C[C@H]1[C@H](CNC1)O2)(F)F